butyl (3-(3-(2,6-dioxo-1-((2-(trimethylsilyl)ethoxy)methyl)piperidin-3-yl)-1-methyl-1H-indazol-5-yl)prop-2-yn-1-yl)carbamate O=C1N(C(CCC1C1=NN(C2=CC=C(C=C12)C#CCNC(OCCCC)=O)C)=O)COCC[Si](C)(C)C